ClC=1C(=NC=C(C1)[N+](=O)[O-])N=S(=O)(C)C ((3-chloro-5-nitropyridin-2-yl)imino)dimethyl-λ6-sulfanone